3-nitro-N-(2,2,2-trifluoroethyl)-4-pyridinamine [N+](=O)([O-])C=1C=NC=CC1NCC(F)(F)F